C(C)OC1=NC=C(C(=C1)C1=NN(C=2C[C@@H](CCC12)C(=O)NC1(CCS(CC1)(=O)=O)C)C(C([2H])([2H])[2H])(C([2H])([2H])[2H])[2H])F (R)-3-(2-ethoxy-5-fluoropyridin-4-yl)-N-(4-methyl-1,1-dioxidotetrahydro-2H-thiopyran-4-yl)-1-(propan-2-yl-d7)-4,5,6,7-tetrahydro-1H-indazole-6-carboxamide